dimethyl (((5'-methyl-4-(2-methyloctan-2-yl)-1',2',3',4'-tetrahydro-[1,1'-biphenyl]-2,6-diyl)bis(oxy))bis(methylene))bis(phenylcarbamate) CC=1CCCC(C1)C1=C(C=C(C=C1OCN(C(OC)=O)C1=CC=CC=C1)C(C)(CCCCCC)C)OCN(C(OC)=O)C1=CC=CC=C1